ClC1=C(C(=CC=C1)Cl)C=1C(C2=C(N=C(N=C2)NC2=CC=C3C(CNCC3=C2)(C)C)N(C1)C)=O 6-(2,6-dichlorophenyl)-2-[(4,4-dimethyl-1,2,3,4-tetrahydroisoquinolin-7-yl)amino]-8-methylpyrido[2,3-d]pyrimidin-5(8H)-one